N-(2-dimethylamino-4-methoxyphenyl)thiourea CN(C1=C(C=CC(=C1)OC)NC(=S)N)C